5-bromo-3-[3-[[ethyl(methyl)sulfamoyl]amino]-2-fluoro-benzoyl]-1H-pyrrolo[2,3-b]pyridine BrC=1C=C2C(=NC1)NC=C2C(C2=C(C(=CC=C2)NS(N(C)CC)(=O)=O)F)=O